N-((S)-2,6-dioxopiperidin-3-yl)pyrazine-2-carboxamide O=C1NC(CC[C@@H]1NC(=O)C1=NC=CN=C1)=O